Cl.CC1=C(C(=O)O)C=CC(=C1)C1(CC1)NC(=O)C1(CCOCC1)N1C[C@@H](CC1)OC1=CC(=CC=C1)C(F)(F)F (R)-2-Methyl-4-(1-(4-(3-(3-(trifluoromethyl)phenoxy)pyrrolidin-1-yl)tetrahydro-2H-pyran-4-carboxamido)cyclopropyl)benzoic acid, hydrochloride